5-bromo-3-fluoro-1,4-dimethyl-pyridin-2(1H)-one BrC=1C(=C(C(N(C1)C)=O)F)C